C1(CC1)N1C(N(CC2=C1C=C(N=C2)CNC(C=C)=O)C2=C(C(=CC(=C2F)OC)OC)F)=O N-((1-cyclopropyl-3-(2,6-difluoro-3,5-dimethoxyphenyl)-2-oxo-1,2,3,4-tetrahydropyrido[4,3-d]pyrimidin-7-yl)methyl)acrylamide